pyrido[3'',4'':4',5']pyrrolo[3',2':4,5]imidazo[1,2-c]pyrimidine C1=NC=CC2=C1C1=NC=3N(CN=CC3)C1=N2